trimethylphenyl-ammonium butyrate C(CCC)(=O)[O-].C[N+](C1=CC=CC=C1)(C)C